9-((1s,4s)-4-hydroxycyclohexyl)-7-methyl-2-((7-methylquinolin-6-yl)amino)-7,9-dihydro-8H-purin-8-one OC1CCC(CC1)N1C2=NC(=NC=C2N(C1=O)C)NC=1C=C2C=CC=NC2=CC1C